NC1CN(C1)C(=O)C1=C(C=C(OCCN2CCC3(CC2)C(NC2=CC=C(C=C23)Cl)=O)C=C1)F 1'-{2-[4-(3-aminoazetidine-1-carbonyl)-3-fluorophenoxy]ethyl}-5-chloro-1,2-dihydrospiro[indole-3,4'-piperidin]-2-one